C(CCCC=O)=O.[Cr] chromium glutaraldehyde